COCCN(CC(=O)O)C N-(2-methoxyethyl)-N-methylglycine